FC(C(=O)O)(F)F.NCCCC#CC1=C2C(N(C(C2=CC=C1)=O)C1C(NC(CC1)=O)=O)=O 4-(5-aminopentan-1-yn-1-yl)-2-(2,6-dioxopiperidin-3-yl)isoindole-1,3-dione trifluoroacetate